N'-(2-(6-chloropyridazin-3-yl)propanoyl)-6-(pyrrolidin-1-yl)pyrazine-2-carbohydrazide ClC1=CC=C(N=N1)C(C(=O)NNC(=O)C1=NC(=CN=C1)N1CCCC1)C